ethyl-imidazole hydrogensulfate S(=O)(=O)(O)O.C(C)C=1NC=CN1